2-(3-Ethoxy-1-piperidyl)-6-(3-fluoro-5-isobutoxyphenyl)-N-(1H-pyrazol-5-ylsulfonyl)pyridin-3-carboxamid C(C)OC1CN(CCC1)C1=NC(=CC=C1C(=O)NS(=O)(=O)C1=CC=NN1)C1=CC(=CC(=C1)OCC(C)C)F